4-{5-[(5-Chlorothiophen-2-yl)methoxy]-4-methoxy-1-(thiophen-2-carbonyl)-1H-pyrazol-3-yl}piperidin-3-on ClC1=CC=C(S1)COC1=C(C(=NN1C(=O)C=1SC=CC1)C1C(CNCC1)=O)OC